C(CC1=CC=CC=C1)N Phenethylamine